tert-butyl 4-[3-[3-[2-(6-methyl-7-oxo-1H-pyrrolo[2,3-c]pyridin-4-yl)-4-methylsulfonyl-phenoxy]phenyl] propyl]piperidine-1-carboxylate CN1C(C2=C(C(=C1)C1=C(OC=3C=C(C=CC3)CCCC3CCN(CC3)C(=O)OC(C)(C)C)C=CC(=C1)S(=O)(=O)C)C=CN2)=O